NC=1N=C2N(C=C(C=C2)C2=C(C(=CC=C2)F)C)C1C(=O)NC1CC1 2-amino-N-cyclopropyl-6-(3-fluoro-2-methylphenyl)imidazo[1,2-a]pyridine-3-carboxamide